3-[ETHYL(2-HYDROXYETHYL)AMINO]PROPANAL C(C)N(CCC=O)CCO